COC(COC1=NC=CC=C1OC1=C(C=C(C(=C1)N1N=C(N(C1=O)C(F)F)C)F)Cl)=O 2-[[3-[2-chloro-5-[4-(difluoromethyl)-3-methyl-5-oxo-1,2,4-triazol-1-yl]-4-fluoro-phenoxy]-2-pyridinyl]oxy]acetic acid methyl ester